tert-Butyl (R)-2-(2-(4-(5-chloro-4-(((R)-1-(2,4-dichlorophenyl)ethyl)amino)pyrimidin-2-yl)piperazin-1-yl)-2-oxoethyl)pyrrolidine-1-carboxylate ClC=1C(=NC(=NC1)N1CCN(CC1)C(C[C@@H]1N(CCC1)C(=O)OC(C)(C)C)=O)N[C@H](C)C1=C(C=C(C=C1)Cl)Cl